4-[2-(4-Bromo-2,6-dichlorobenzoyl)-4-oxo-1,3-dihydro-phthalazin-5-yl]-2-morpholin-4-ylbenzoic acid methyl ester COC(C1=C(C=C(C=C1)C1=C2C(NN(CC2=CC=C1)C(C1=C(C=C(C=C1Cl)Br)Cl)=O)=O)N1CCOCC1)=O